BrC=1C=CC(=C(C1)NC1=CC=C(C=C1)NC(C)=O)[N+](=O)[O-] N-(4-((5-bromo-2-nitrophenyl)amino)phenyl)acetamide